4-[4-[bis[3-(t-Butoxycarbonylamino)propyl]amino]butanoyl]piperazine-1-carboxylic acid benzyl ester C(C1=CC=CC=C1)OC(=O)N1CCN(CC1)C(CCCN(CCCNC(=O)OC(C)(C)C)CCCNC(=O)OC(C)(C)C)=O